C1(C2=CC(C(=O)OCCO1)=CC=C2)=O.[Li] lithium ethylene isophthalate